N1=CC=NC=2C(=CC=CC12)C=O QUINOXALINE-5-CARBALDEHYDE